tert-butyl ((1s,3s)-3-(4-(4-((3-carbamoyl-6-(3-(3-methyl-2-oxoimidazolidin-1-yl)piperidin-1-yl)pyrazin-2-yl)amino)phenyl)-4-methylpiperidin-1-yl)cyclobutyl)carbamate C(N)(=O)C=1C(=NC(=CN1)N1C[C@H](CCC1)N1C(N(CC1)C)=O)NC1=CC=C(C=C1)C1(CCN(CC1)C1CC(C1)NC(OC(C)(C)C)=O)C